3,5-dichloro-2-methyl-7-octen-2-ol ClC(C(C)(O)C)CC(CC=C)Cl